OC(CCN1N=CC=C1C(=O)N)C 2-(3-hydroxybutyl)pyrazole-3-carboxamide